C[Si](SCCC[Si](OC(C)C)(OC(C)C)OC(C)C)(C)C trimethylsilyl-thiopropyl-triisopropoxysilane